C(#N)CC(=O)OCC1CCC(CC1)COC(CC#N)=O cyclohexane-1,4-dimethanol bis(cyanoacetate)